CN(CCN(C=1C(=CC(=CC1)NC1=NC=C(C(=N1)C1=CNC2=CC=CC(=C12)F)C(F)(F)F)N)CC)C N1-(2-(dimethylamino)ethyl)-N1-ethyl-N4-(4-(4-fluoro-1H-indol-3-yl)-5-(trifluoromethyl)pyrimidin-2-yl)benzene-1,2,4-triamine